6-((2R,4R*)-2-benzyl-4-methylpyrrolidin-1-yl)-4-morpholinopyridin-2(1H)-one C(C1=CC=CC=C1)[C@@H]1N(C[C@@H](C1)C)C1=CC(=CC(N1)=O)N1CCOCC1 |o1:10|